bis(2-hydroxyethyl) benzenedicarboxylate C=1(C(=CC=CC1)C(=O)OCCO)C(=O)OCCO